N1=NC=C(C=C1)C=1C=C(C=CC1)CC(=O)NCCCOC1=CC=C2CCC3(C2=C1)CCC(CC3)C(=O)[O-] 6'-(3-{2-[3-(pyridazin-4-yl)phenyl]acetamido}propoxy)-2',3'-dihydrospiro[cyclohexane-1,1'-indene]-4-carboxylate